ClCCC(=O)NC=1C=C2C(=NC1)NN=C2C2=NC1=C(N2)C=C(C=C1)N1CCN(CC1)C 3-Chloro-N-(3-(6-(4-methylpiperazin-1-yl)-1H-benzimidazol-2-yl)-1H-pyrazolo[3,4-b]pyridin-5-yl)propanamide